NC1=C(C(=NC(=C1)C1=CC(=C(C=C1)Cl)OC)C(=O)O)Cl 4-amino-3-chloro-6-(4-chloro-3-methoxyphenyl)pyridine-2-carboxylic acid